N-(3-((1s,3s)-3-methyl-1-(4-methyl-4H-1,2,4-triazol-3-yl)cyclobutyl)phenyl)-6-(piperidin-2-yl)imidazo[1,2-a]pyridine-8-carboxamide CC1CC(C1)(C1=NN=CN1C)C=1C=C(C=CC1)NC(=O)C=1C=2N(C=C(C1)C1NCCCC1)C=CN2